NC=1C=NC(=C(C1)OC)Cl 3-amino-6-chloro-5-methoxypyridine